(R)-3-(N-(4-((4,4-dimethyl-2-(((2,2,6,6-tetramethyltetrahydro-2H-pyran-4-yl)methyl)amino)pentyl)oxy)-6-(2,6-dimethylphenyl)pyrimidin-2-yl)sulfamoyl)benzoic acid CC(C[C@H](COC1=NC(=NC(=C1)C1=C(C=CC=C1C)C)NS(=O)(=O)C=1C=C(C(=O)O)C=CC1)NCC1CC(OC(C1)(C)C)(C)C)(C)C